FC(C(=O)O)(F)F.N1CCC2(CC1)OCCC1=C2SC(=C1)C#N spiro[4,5-dihydrothieno[2,3-c]pyran-7,4'-piperidine]-2-carbonitrile (trifluoroacetate)